2-Bromo-4-(2-((tert-butyldimethylsilyl)oxy)-1-phenylethoxy)-6-iodo-3-(methoxymethoxy)pyridine BrC1=NC(=CC(=C1OCOC)OC(CO[Si](C)(C)C(C)(C)C)C1=CC=CC=C1)I